tert-butyl N-[1-(3-bromophenyl)-2-(tert-butoxycarbonylamino)ethyl]carbamate BrC=1C=C(C=CC1)C(CNC(=O)OC(C)(C)C)NC(OC(C)(C)C)=O